6-[[2-methoxyethyl(methyl)amino]methyl]-3,5-dihydropyrrolo[3,2-d]pyrimidin-4-one COCCN(C)CC1=CC=2N=CNC(C2N1)=O